N1C=NC(C2=C1CCC2)=O 6,7-dihydro-1H-cyclopenta[d]pyrimidin-4(5H)-one